3'-[(3-chloro-5-fluoro-2-methoxyphenyl)amino]-2'-(3-fluoropyridin-4-yl)-1-(prop-2-enoyl)-5',6'-dihydro-1'H-spiro[piperidine-4,7'-pyrrolo[3,2-c]pyridin]-4'-one ClC=1C(=C(C=C(C1)F)NC1=C(NC2=C1C(NCC21CCN(CC1)C(C=C)=O)=O)C1=C(C=NC=C1)F)OC